2,5-Dihydro-1,3-oxazepine O1CN=CCC=C1